C(C1=CC=CC=C1)(=O)C=1C(OC2=CC(=CC(=C2C1)OCCOC)OCCOC)=O 3-benzoyl-5,7-bis(methoxyethoxy)coumarin